2-(4-(bis(2,4-dimethoxybenzyl)amino)-2-(pent-2-yloxy)imidazo[2,1-f][1,2,4]triazin-7-yl)-2-hydroxy-7-azaspiro[3.5]nonane-7-carboxylic acid tert-butyl ester C(C)(C)(C)OC(=O)N1CCC2(CC(C2)(O)C2=CN=C3C(=NC(=NN32)OC(C)CCC)N(CC3=C(C=C(C=C3)OC)OC)CC3=C(C=C(C=C3)OC)OC)CC1